N-(3-(tert-butyl)isoxazol-5-yl)-2-(4-(5-chloro-2-cyanophenyl)-5-methoxy-2-oxopyridin-1(2H)-yl)-2-fluoroacetamide C(C)(C)(C)C1=NOC(=C1)NC(C(F)N1C(C=C(C(=C1)OC)C1=C(C=CC(=C1)Cl)C#N)=O)=O